ClC1=CC2=C(N(C(C(N2C)=O)=O)C2CCN(CC2)C2=NC=C(C=N2)CNC2=CC=C(C=C2)N(C)C)N=C1 7-Chloro-4-(1-(5-(((4-(dimethylamino)phenyl)amino)methyl)pyrimidin-2-yl)piperidin-4-yl)-1-Methyl-1,4-dihydropyrido[2,3-b]pyrazine-2,3-dione